octanesulfonic acid tetraethylammonium salt C(C)[N+](CC)(CC)CC.C(CCCCCCC)S(=O)(=O)[O-]